3-oxo-3,4-dihydro-2H-benzo[b][1,4]oxazine-6-carboxamide O=C1NC2=C(OC1)C=CC(=C2)C(=O)N